ClC1=C(C(=O)P(C2=C(C=CC(=C2)C)C)(C(C2=C(C=CC=C2Cl)Cl)=O)=O)C(=CC=C1)Cl bis-(2,6-dichlorobenzoyl)-2,5-Dimethylphenylphosphine oxide